FC1(CCC(CC1)C1=C(C(=CC=C1)C)C1C(C1)C(=O)OCC)F ethyl 2-(2-(4,4-difluorocyclohexyl)-6-methylphenyl)cyclopropane-1-carboxylate